1-(2,6-bis(trifluoromethyl)pyridin-4-yl)ethan-1-one FC(C1=NC(=CC(=C1)C(C)=O)C(F)(F)F)(F)F